thiomorpholine-3-carboxylic acid methyl ester COC(=O)C1NCCSC1